BrC=1C=C(C(=NC1)C(=C)C)[N+](=O)[O-] 5-bromo-3-nitro-2-(prop-1-en-2-yl)pyridine